4-(4-morpholinyl)-2-phenyltoluene N1(CCOCC1)C1=CC(=C(C)C=C1)C1=CC=CC=C1